N[C@H](C(=O)O)CCCCOC1OCCCC1 (2S)-2-amino-6-((tetrahydro-2H-pyran-2-yl)oxy)hexanoic acid